FC=1C=C(C=CC1)C1=C2N(C(=NC1=O)N1CCCC1)C=CC(=C2)C(F)(F)F 4-(3-Fluorophenyl)-1-(pyrrolidin-1-yl)-6-(trifluoromethyl)-3H-pyrido[1,2-c]pyrimidin-3-one